(+/-)-ethyl 4-(1-acetylpiperidin-4-yl)-1-[(4-methoxyphenyl)methyl]-2-methylpiperidine-3-carboxylate C(C)(=O)N1CCC(CC1)C1C(C(N(CC1)CC1=CC=C(C=C1)OC)C)C(=O)OCC